tert-butyl N-(8-aminooctyl)carbamate NCCCCCCCCNC(OC(C)(C)C)=O